5-{1-fluoro-3-hydroxy-7-[3-(propan-2-yl)pyrrolidin-1-yl]-5,6,7,8-tetrahydronaphthalen-2-yl}-1λ6,2,5-thiadiazolidine-1,1,3-trione FC1=C(C(=CC=2CCC(CC12)N1CC(CC1)C(C)C)O)N1CC(NS1(=O)=O)=O